C(\C=C\CCCCCCC)=O trans-2-decen-al